(E)-3-(benzenesulfonyl)-1-(5-anthracenyl)-2-propen-1-one C1(=CC=CC=C1)S(=O)(=O)/C=C/C(=O)C1=C2C=C3C=CC=CC3=CC2=CC=C1